C(C)(C)(C)OC(=O)NCC1=CC=C(C=C1)CCC(=O)OC(C)(C)C tertbutyl 3-[4-[(tert-butoxycarbonylamino)methyl]phenyl]propanoate